ClC1=C(C(=CC(=C1)C1=NC2=C(C(=CN=C2C=C1)S(=O)(=O)C)NC1=CC=C(C=C1)CN(C)C)Cl)O 2,6-dichloro-4-(8-((4-((dimethylamino)methyl)phenyl)amino)-7-(methylsulfonyl)-1,5-naphthyridin-2-yl)phenol